NC1=CC=C(C=C1)C(C1=CC=C(C=C1)O)C1=CC=C(C=C1)O 4,4'-[(4-aminophenyl)methylene]Diphenol